OC1=C(CNC(CC2=CC(=C(C#N)C=C2OC)OC)C)C=CC=C1 4-(2-((2-hydroxybenzyl)amino)propyl)-2,5-dimethoxybenzonitrile